C(C)(C)(C)OC(CC1=CC=C(C=C1)[N+](=O)[O-])=O (4-nitrophenyl)acetic acid tert-butyl ester